diethyleneglycol mono-n-butyl ether C(CCC)OCCOCCO